6-(4-((2R,3R)-4-acryloyl-3-cyclopropylmorpholin-2-yl)-6-chloropyridin-2-yl)-N-methylpyrimidine-4-carboxamide C(C=C)(=O)N1[C@@H]([C@H](OCC1)C1=CC(=NC(=C1)Cl)C1=CC(=NC=N1)C(=O)NC)C1CC1